benzyl (S)-1-(2-(benzyloxy) ethyl)-2-chloro-4-methyl-5-(2-(trifluoromethyl) phenyl)-1H-pyrrole-3-carboxylate C(C1=CC=CC=C1)OCCN1C(=C(C(=C1C1=C(C=CC=C1)C(F)(F)F)C)C(=O)OCC1=CC=CC=C1)Cl